C(C)(C)NC1=CC=C(C=C1)N(C1=CC=CC=C1)C1=CC=CC=C1 N-isopropylphenyl-N'-phenyl-p-phenylenediamine